(S)-4-(cyclopropylethynyl)-6-fluoro-7-(hydroxymethyl)-4-(trifluoromethyl)-3,4-dihydroquinazolin-2(1H)-one C1(CC1)C#C[C@@]1(NC(NC2=CC(=C(C=C12)F)CO)=O)C(F)(F)F